COC=1C2=C(N=C(N1)C1COC1)CN(C2)C(CC2CN(C2)C2=CC(=NC=C2)C(F)(F)F)=O 1-(4-Methoxy-2-(oxetan-3-yl)-5,7-dihydro-6H-pyrrolo[3,4-d]pyrimidin-6-yl)-2-(1-(2-(trifluoromethyl)pyridin-4-yl)azetidin-3-yl)ethan-1-one